CN(C(/C=C/C(=O)N1CC2=C([C@@H](C1)C1=C(C=CC=C1)C=1C(=NN(C1)CC)C(F)(F)F)C=C(S2)C#N)C2=CC=CC=C2)C (4S)-6-((E)-4-(dimethylamino)-4-phenylbut-2-enoyl)-4-(2-(1-ethyl-3-(trifluoromethyl)-1H-pyrazol-4-yl)phenyl)-4,5,6,7-tetrahydrothieno[2,3-c]pyridine-2-carbonitrile